N-[(1R,3s,5S)-8-Azabicyclo[3.2.1]octan-3-yl]-N-methyl-5-[6-(1H-pyrazol-4-yl)pyridin-3-yl][1,3]thiazolo[5,4-d][1,3]thiazol-2-amin [C@H]12CC(C[C@H](CC1)N2)N(C=2SC=1N=C(SC1N2)C=2C=NC(=CC2)C=2C=NNC2)C